4-(4-(benzo[d]thiazol-2-ylcarbamoyl)-3-(trifluoromethyl)benzylidene)-N-ethylpiperidine-1-carboxamide S1C(=NC2=C1C=CC=C2)NC(=O)C2=C(C=C(C=C1CCN(CC1)C(=O)NCC)C=C2)C(F)(F)F